BrC1=CC=C(C(=O)NC2=C(C(=CC=C2)C(C)C)CC(=O)O)C=C1 2-[2-(4-bromobenzamido)-6-(propan-2-yl)phenyl]acetic acid